2,2'-bis(octadecyloxy)-5,5'-spirobi(1,3,2-dioxaphosphinane) C(CCCCCCCCCCCCCCCCC)OP1OCC2(CO1)COP(OC2)OCCCCCCCCCCCCCCCCCC